tert-butyl 4-[4-(aminomethyl)cyclohexoxy]piperidine-1-carboxylate NCC1CCC(CC1)OC1CCN(CC1)C(=O)OC(C)(C)C